ClC1=CC=C2C(=N1)C1(C=N2)CCOCC1 5'-chloro-2,3,5,6-tetrahydrospiro[pyran-4,3'-pyrrolo[3,2-b]pyridin]